C(C)(C)(C)OC(=O)N1C(CNCC1)C1=CC=C(C=C1)N1C(N(C=2C=NC=3C=CC(=CC3C21)Br)C)=O (4-(8-bromo-3-methyl-2-oxo-2,3-dihydro-1H-imidazo[4,5-c]quinolin-1-yl)phenyl)piperazine-1-carboxylic acid tert-butyl ester